C1(=CC=CC=C1)[C@@H](C)NC1=NC(=CC2=CN=C(C=C12)N[C@H]1CNCCC1)C#N 1-(((R)-1-phenylethyl)amino)-7-(((R)-piperidin-3-yl)amino)-2,6-naphthyridine-3-carbonitrile